FC(C=1C(N(C(N(N1)CC1=CC=C(C=C1)OC)=O)CC1=CC=C(C=C1)OC)=O)F 6-(difluoromethyl)-2,4-bis[(4-methoxyphenyl)methyl]-1,2,4-triazine-3,5-dione